N-(2-(2-chloroacetamido)ethyl)-3-(3,4-dicarboxyphenyl)propanamide ClCC(=O)NCCNC(CCC1=CC(=C(C=C1)C(=O)O)C(=O)O)=O